BrC=1C(=NC(=C(C1)C(F)(F)F)Cl)NN1C(C(=C(C1=O)C)C)=O 1-{[3-bromo-6-chloro-5-(trifluoromethyl)(2-pyridyl)]amino}-3,4-dimethylazoline-2,5-dione